ClC=1C=C(C=C(C1OC=1C=NC(=C(C1)N1C(CCC1)=O)OC)Cl)N1N=C(C(NC1=O)=O)C(=O)O 2-(3,5-dichloro-4-((6-methoxy-5-(2-oxopyrrolidin-1-yl)pyridin-3-yl)oxy)phenyl)-3,5-dioxo-2,3,4,5-tetrahydro-1,2,4-triazine-6-carboxylic acid